C1(=C(C(=CC(=C1)C)C)C(C(=O)OCC(C(COC(C1=CC=CC=C1)=O)C)C)=O)C 2,3-dimethyl-1,4-butanediol benzoate mesitylglyoxylate